N-(4-methyl-3-(4-methyl-1H-imidazol-1-yl)phenyl)-4-((4-methylpiperazin-1-yl)methyl)benzamide CC1=C(C=C(C=C1)NC(C1=CC=C(C=C1)CN1CCN(CC1)C)=O)N1C=NC(=C1)C